Tert-butyl 3-(6-chloro-3-pyridyl)isoxazolidine-2-carboxylate Tert-butyl-N-[1-(6-chloro-3-pyridyl)-3-hydroxy-propyl]-N-hydroxy-carbamate C(C)(C)(C)OC(N(O)C(CCO)C=1C=NC(=CC1)Cl)=O.ClC1=CC=C(C=N1)C1N(OCC1)C(=O)OC(C)(C)C